3-(2-chlorophenyl)propionic acid 2-methoxy-4-methylphenyl ester COC1=C(C=CC(=C1)C)OC(CCC1=C(C=CC=C1)Cl)=O